(Cis)-4-(4-chloro-2-oxo-2,3-dihydro-1H-1,3-benzodiazol-1-yl)-N-(1H-indol-6-yl)cyclohexane-1-carboxamide ClC1=CC=CC=2N(C(NC21)=O)[C@H]2CC[C@H](CC2)C(=O)NC2=CC=C1C=CNC1=C2